N1CC=C(C2=CC=CC=C12)N 2H-quinolin-4-amine